C(C=C)OCC(C(=O)OCCCCCCCCCCCC)=C lauryl α-allyloxymethylacrylate